1,2,3-trimethyl-4,5,6,7-tetrahydroindenyl-titanium trimethoxide C[O-].C[O-].C[O-].CC1C(=C(C=2C(CCCC12)[Ti+3])C)C